((R)-1-((R)-4-morpholino-4-oxo-2-(pyrazine-2-sulfonamido)butanamido)-4-phenylbutyl)boronic acid O1CCN(CC1)C(C[C@H](C(=O)N[C@@H](CCCC1=CC=CC=C1)B(O)O)NS(=O)(=O)C1=NC=CN=C1)=O